(E)-3,7-dimethyl-1,3,6-octatrien C/C(/C=C)=C\CC=C(C)C